CC=1C=C(OCC2CN(C(O2)=O)C23CC(C2)(C3)NC(OC(C)(C)C)=O)C=C(C1)C tert-butyl (3-(5-((3,5-dimethylphenoxy)methyl)-2-oxooxazolidin-3-yl)bicyclo[1.1.1]pentan-1-yl)carbamate